niobium molybdenum titanium oxide [O-2].[Ti+4].[Mo+4].[Nb+5]